2-((1-(3-(3,3-bis(hydroxymethyl)cyclobutyl)-2-(isoindolin-2-yl)-6-methyl-4-oxo-3,4-dihydroquinazolin-8-yl)ethyl)amino)benzoic acid OCC1(CC(C1)N1C(=NC2=C(C=C(C=C2C1=O)C)C(C)NC1=C(C(=O)O)C=CC=C1)N1CC2=CC=CC=C2C1)CO